FC(C(=O)O)(F)F.O1C(=NC=C1)C(=O)N oxazole-2-carboxamide trifluoroacetate